ClC1=CC2=C(N(C(=N2)NC=2C=C(C(=O)NO)C=CC2)C)C=C1Cl 3-((5,6-dichloro-1-methyl-1H-benzo[d]imidazol-2-yl)amino)-N-hydroxybenzamide